[N+](=O)([O-])C1=CC=C(C=C1)C1S(CC=CC1)=O (4-nitrophenyl)-3,6-dihydro-2H-thiopyran 1-oxide